(R)-N-(3-((4-chloro-2-fluorobenzyl)oxy)-4-fluorophenyl)pyrrolidin-3-amine ClC1=CC(=C(COC=2C=C(C=CC2F)N[C@H]2CNCC2)C=C1)F